NC=1N=C(SC1C(=O)C1=CC=C(C=C1)NC(OCC1=CC=CC=C1)=O)NC1=CC=C(C=C1)F Benzyl (4-{[4-amino-2-(4-fluoroanilino)-1,3-thiazol-5-yl]carbonyl}phenyl)carbamate